[N-](S(=O)(=O)C(F)(F)F)S(=O)(=O)C(F)(F)F.C(CC=C)N1CN(C=C1)CCC=C 1,3-bis(3-butenyl)imidazole bistrifluoromethanesulfonimide